(R)-4-((1-(3-(1,1-difluoro-2-hydroxy-2-methylpropyl)-2-fluorophenyl)ethyl)amino)-2,6-dimethyl-6H-[1,4]oxazin FC(C(C)(C)O)(F)C=1C(=C(C=CC1)C(C)NN1C=C(O[C@@H](C1)C)C)F